(S)-N-((3S,4R)-4-((2-oxabicyclo[2.2.2]octan-4-yl)methoxy)-2-hydroxy-2-methylpentan-3-yl)-6-(2,4-dimethylthiazole-5-carbonyl)-2,6-diazaspiro[3.4]octane-8-carboxamide C12OCC(CC1)(CC2)CO[C@@H]([C@@H](C(C)(C)O)NC(=O)[C@@H]2CN(CC21CNC1)C(=O)C1=C(N=C(S1)C)C)C